1,4,7,10-tetraazacyclodecane N1CCNCCNCCN1